3-(difluoromethyl)cyclobutanol FC(C1CC(C1)O)F